ClC=1C=C(C=CC1N1N=CC=C1)NC(=O)C=1C=NN(C1C(F)(F)F)C=1C=2C3=C(C(NC3=CC1)=C=O)C=CC2 N-(3-chloro-4-(1H-pyrazol-1-yl)phenyl)-1-(2-carbonyl-1,2-dihydrobenzo[cd]indol-6-yl)-5-(Trifluoromethyl)-1H-pyrazole-4-carboxamide